tert-butyl 3-(((3-chloroisoquinolin-8-yl)oxy)methyl)azetidine-1-carboxylate ClC=1N=CC2=C(C=CC=C2C1)OCC1CN(C1)C(=O)OC(C)(C)C